FC(COC1=C(C=CC=C1)C1=NC=CC2=C1CN(C2=O)C2=CC=C(C=C2)OCC(C)(C)O)F 4-[2-(2,2-difluoroethoxy)phenyl]-2-[4-(2-hydroxy-2-methylpropoxy)phenyl]-2,3-dihydro-1H-pyrrolo[3,4-c]pyridin-1-one